phenyl ((1s,3s)-3-phenylcyclobutyl)carbamate C1(=CC=CC=C1)C1CC(C1)NC(OC1=CC=CC=C1)=O